ClC=1C=2N(C=C(C1)C(F)(F)F)C(=NN2)NC(C(=O)/N=C/N(C)C)=C (NE)-2-[[8-chloro-6-(trifluoromethyl)-[1,2,4]triazolo[4,3-a]pyridin-3-yl]amino]-N-(dimethylaminomethylene)propenamide